FC(C(=O)O)(F)F.C(C)(C)(C)[S@@](=O)N=C1C2=CC=C(C=C2CC12CCNCC2)NS(=O)(=O)C N-((S)-1-(((R)-tert-butylsulfinyl)imino)-1,3-dihydrospiro[inden-2,4'-piperidin]-5-yl)methanesulfonamide trifluoroacetate